COC1=C(C=CC(=C1)[N+](=O)[O-])NC=1SC=C(N1)C=1SC=CN1 N-(2-methoxy-4-nitrophenyl)-[2,4'-bithiazole]-2'-amine